1,2,4,5-benzenetetra-amine hydrochloride Cl.C=1(C(=CC(=C(C1)N)N)N)N